The molecule is a germacrane sesquiterpenoid in which the 10-membered ring contains one E- and one Z- double bond and is fused to a 3-methylenedihydrofuran-2(3H)-one moiety. It has been isolated from Artemesia arbuscala, Anthemis altissima and Tanacetum vulgare. It has a role as a metabolite. It is an organic heterobicyclic compound, a gamma-lactone, a diol and a germacrane sesquiterpenoid. C/C/1=C\\[C@H]([C@H]2[C@H](/C=C(\\[C@H](CC1)O)/C)OC(=O)C2=C)O